4-[({3-[1-(dimethylsulfamoyl)-4-oxopyrrolidin-3-yl]-4-methyl-1-(thiophene-2-carbonyl)-1H-pyrazol-5-yl}sulfanyl)methyl]benzene-1-carboximidamide CN(S(=O)(=O)N1CC(C(C1)=O)C1=NN(C(=C1C)SCC1=CC=C(C=C1)C(N)=N)C(=O)C=1SC=CC1)C